C(=O)(O)[C@@H](C)OC1=CC=C(C=C1)OP(O)(O)=O (R)-4-(1-carboxyethoxy)phenylphosphoric acid